p-methylcinnamic acid CC1=CC=C(C=CC(=O)O)C=C1